AMINOPYRAZOLOPYRIMIDINE C1=C2C(=NC=N1)C(=NN2)N